bromo-2-fluorophenyl acetate C(C)(=O)OC1=C(C(=CC=C1)Br)F